ClC=1C=2CCCC2C(=C2CCCC12)NC(=O)NS(=O)(=O)C=1OC2=C(C1)C(CCC2)(C)O N-((8-chloro-1,2,3,5,6,7-hexahydro-s-indacen-4-yl)carbamoyl)-4-hydroxy-4-methyl-4,5,6,7-tetrahydrobenzofuran-2-sulfonamide